7-((4-Methoxyphenyl)amino)-2-(((tetrahydro-2H-pyran-4-yl)thio)methyl)quinazolin COC1=CC=C(C=C1)NC1=CC=C2C=NC(=NC2=C1)CSC1CCOCC1